tert-butyl N-[(1R)-2-[1,1'-biphenyl]-4-yl-1-(hydroxymethyl)ethyl]carbamate C1(=CC=C(C=C1)C[C@H](CO)NC(OC(C)(C)C)=O)C1=CC=CC=C1